N=1N=CN(C1)C1=CC=C(C(=O)O)C=C1 p-(4H-1,2,4-Triazol-4-yl)benzoic acid